FC=1C(=CC(=NC1)CN1C(C2=CC(=CC(=C2CC1)C1=CC=NN1C)CN1C(=NC=C1)NC)=O)OC 2-((5-fluoro-4-methoxypyridin-2-yl)methyl)-5-(1-methyl-1H-pyrazol-5-yl)-7-((2-(methylamino)-1H-imidazol-1-yl)methyl)-3,4-dihydroisoquinolin-1(2H)-one